CC1=C(C(=CC=C1)C)C1=C(C=CC=C1)N1C=NC=2C1=NC=CC2 3-(2',6'-dimethylbiphenyl-2-yl)-3H-imidazo[4,5-b]pyridine